1,2,4-benzenetrimethanamine C=1(C(=CC(=CC1)CN)CN)CN